CN1C(C2=CN=CC=C2C(=C1)C=1C=C(C=CC1)NS(=O)(=O)CC)=O N-[3-(2-methyl-1-oxo-2,7-naphthyridin-4-yl)phenyl]ethanesulfonamide